5-chloro-2-fluoro-N-[4-(4-{[(3R,4S)-4-fluoro-1-isopropylpyrrolidin-3-yl]Oxy}-3-methyl-1H-pyrazolo[3,4-d]Pyrimidin-6-yl)phenyl]Benzenesulfonamide ClC=1C=CC(=C(C1)S(=O)(=O)NC1=CC=C(C=C1)C1=NC(=C2C(=N1)NN=C2C)O[C@@H]2CN(C[C@@H]2F)C(C)C)F